CC1=CNC2=C(C=CC=C12)OCCCCCC(=O)O 6-(3-methylindol-7-yloxy)hexanoic acid